FC=1C=C2C=C(NC2=CC1C1=NC=C(N=C1)OC)CC(C(=O)N)C ((5-fluoro-6-(5-methoxypyrazin-2-yl)-1H-indol-2-yl)methyl)propionamide